ClC=1C=CC(=NC1)C1(OC2=C(O1)C=CC=C2C2CCN(CC2)CC2=NC1=C(N2C[C@H]2OCC2)C=C(C=C1C#CCF)C(=O)O)C 2-((4-(2-(5-chloropyridin-2-yl)-2-methylbenzo[d][1,3]dioxol-4-yl)piperidin-1-yl)methyl)-4-(3-fluoroprop-1-yn-1-yl)-1-(((S)-oxetan-2-yl)methyl)-1H-benzo[d]imidazole-6-carboxylic acid